C1(CC1)C(=O)NC1=CC(=C(C=N1)C(=O)NC([2H])([2H])[2H])NC1=NC=CC(=C1OC)C1=NOC(=N1)COC 6-cyclopropaneamido-4-({3-methoxy-4-[5-(methoxymethyl)-1,2,4-oxadiazol-3-yl]pyridin-2-yl}amino)-N-(2H3)methylpyridine-3-carboxamide